3-(5-(7-((1-(4-((3S,4R)-3-(2,6-difluorophenyl)-7-hydroxychroman-4-yl)phenyl)piperidin-4-yl)methyl)-2,7-diazaspiro[3.5]nonane-2-yl)-1-oxoisoindol-2-yl)piperidin-2,6-dione FC1=C(C(=CC=C1)F)[C@H]1COC2=CC(=CC=C2[C@H]1C1=CC=C(C=C1)N1CCC(CC1)CN1CCC2(CN(C2)C=2C=C3CN(C(C3=CC2)=O)C2C(NC(CC2)=O)=O)CC1)O